ClC=1C=C2C(=NC(=NC2=C(C1C1=C2C=NNC2=CC=C1C)F)C1=CN=CS1)N1CCN(CC1)C(\C=C\CN(C)C)=O (E)-1-(4-(6-chloro-8-fluoro-7-(5-methyl-1H-indazol-4-yl)-2-(thiazol-5-yl)quinazolin-4-yl)piperazin-1-yl)-4-(dimethylamino)but-2-en-1-one